C(C)(C)[Si](C(C)C)(C(C)C)C#CC1=C(SC=C1)CON=C1CCCCC1 cyclohexanone O-((3-((triisopropylsilyl)ethynyl)thiophen-2-yl)methyl) oxime